1-(4-bromo-2,6-dimethylphenyl)-4-(tetrahydro-2H-pyran-4-yl)piperazine BrC1=CC(=C(C(=C1)C)N1CCN(CC1)C1CCOCC1)C